ClC1=C(C=CC=C1Cl)C1CC=NN1C(=O)C12CC(C1)(C2)CN2N=CC1=CC(=CC=C21)C#N 1-((3-(5-(2,3-dichlorophenyl)-4,5-dihydro-1H-pyrazole-1-carbonyl)bicyclo[1.1.1]pentan-1-yl)methyl)-1H-indazole-5-carbonitrile